CN1CCN(CC1)C1=CC=C(C=C1)NC=1N=CC=2C(N(C=3N(C2N1)CCN3)C=3NC=CC3)=O 2-((4-(4-Methylpiperazin-1-yl)phenyl)amino)-6-(1H-pyrrol-2-yl)-8,9-dihydroimidazo[1,2-a]pyrimido[5,4-e]pyrimidin-5(6H)-one